3-[2-(6-chloro-1,3-benzothiazol-5-yl)ethynyl]-1-[(3S,5R)-5-(methoxymethyl)-1-(prop-2-enoyl)pyrrolidin-3-yl]-5-(methylamino)pyrazole-4-carboxamide ClC1=CC2=C(N=CS2)C=C1C#CC1=NN(C(=C1C(=O)N)NC)[C@@H]1CN([C@H](C1)COC)C(C=C)=O